C(C)SC=1N(N=C2C=C(C=CC12)C1(CC1)C#N)C=1C=C2C(=CN1)N(N=C2)CCC(F)(F)F 1-[3-ethylsulfanyl-2-[1-(3,3,3-trifluoropropyl)pyrazolo[3,4-c]-pyridin-5-yl]indazol-6-yl]cyclopropanecarbonitrile